FC(C=1CC=CNC1)(F)F 5-triFluoromethyl-1,4-dihydropyridine